NC1=C(C=C(C=N1)C1=CC=C(C=C1)C(=O)N1CC(NC(C1)C)C)OCC1=C(C=CC=C1Cl)Cl {4-[6-amino-5-(2,6-dichloro-benzyloxy)-pyridin-3-yl]-phenyl}-(3,5-dimethyl-piperazin-1-yl)-methanone